CC1=NS(C2=C1C=CC=C2)=O methylbenzisothiazolinone